1,3,4-oxathiazinan 3,3-dioxide O1CS(NCC1)(=O)=O